2,2',2''-((2S,5S,8S,11S)-2,5,8,11-tetrakis(2-(methylthio)ethyl)-1,4,7,10-tetraazacyclododecane-1,4,7-triyl)triacetic acid CSCC[C@@H]1N(C[C@@H](NC[C@@H](N(C[C@@H](N(C1)CC(=O)O)CCSC)CC(=O)O)CCSC)CCSC)CC(=O)O